C(CCCCCCCCC)(=O)N[C@@H](CCSC)C(=O)O decanoyl-L-methionine